4-hydroxy-3-(1,2,3,4-tetrahydro-1-naphthyl)-coumarin OC1=C(C(OC2=CC=CC=C12)=O)C1CCCC2=CC=CC=C12